3-(3-chloro-4-fluorophenyl)-1-(4-methoxyphenyl)-1-((1-methyl-4,5,6,7-tetrahydro-1H-indazol-3-yl)methyl)urea ClC=1C=C(C=CC1F)NC(N(CC1=NN(C=2CCCCC12)C)C1=CC=C(C=C1)OC)=O